p-methoxycarbonyloxyphenyl-benzylmethyl-sulfonium phenyltris(pentafluorophenyl)borate C1(=CC=CC=C1)[B-](C1=C(C(=C(C(=C1F)F)F)F)F)(C1=C(C(=C(C(=C1F)F)F)F)F)C1=C(C(=C(C(=C1F)F)F)F)F.COC(=O)OC1=CC=C(C[S+](C)C2=CC=CC=C2)C=C1